P(OCC(C)(C)C)(OC(C)C(C)=NO)=O neopentyl (3-(hydroxyimino) butan-2-yl) phosphonate